2-(((1R)-1-(2-cyano-3-(3,3-difluoro-4-methoxypyrrolidin-1-yl)-7-methylquinoxalin-5-yl)ethyl)amino)benzoic acid C(#N)C1=NC2=CC(=CC(=C2N=C1N1CC(C(C1)OC)(F)F)[C@@H](C)NC1=C(C(=O)O)C=CC=C1)C